FC(C(C)O)(C1=C(C(=CC=C1)[C@@H](C)NC1=NC(=NC2=C3C(=C(C=C12)N1CC2(COC2)C1)CCC3)C)F)F 1,1-difluoro-1-(2-fluoro-3-((R)-1-((2-methyl-6-(2-oxa-6-azaspiro[3.3]heptan-6-yl)-8,9-dihydro-7H-cyclopenta[h]quinazolin-4-yl)amino)ethyl)phenyl)propan-2-ol